C1(CCC1)OC=1C=2N(C=CC1C=1C=NN(C1)C(C)OCC)N=C(N2)N 8-cyclobutoxy-7-(1-(1-ethoxyethyl)-1H-pyrazol-4-yl)-[1,2,4]triazolo[1,5-a]pyridin-2-amine